4-[[5-(3,5-dichloro-4-fluoro-phenyl)-5-(trifluoromethyl)-4H-isoxazol-3-yl]amino]-2-(1,2,4-triazol-1-yl)benzonitrile ClC=1C=C(C=C(C1F)Cl)C1(CC(=NO1)NC1=CC(=C(C#N)C=C1)N1N=CN=C1)C(F)(F)F